tert-butyl ((3S,4S)-3-fluoro-2,2,6,6-tetramethylpiperidin-4-yl)(4-methoxybenzyl)carbamate F[C@@H]1C(NC(C[C@@H]1N(C(OC(C)(C)C)=O)CC1=CC=C(C=C1)OC)(C)C)(C)C